COC([C@H](CC1=CC=C(C=C1)C1=C(C(=NC=C1)C)C)N)=O (S)-2-amino-3-[4-(2,3-dimethylpyridin-4-yl)phenyl]propanoic acid methyl ester